COCCN1C=CC=2C1=NC(=CC2)C(=O)OCCOC 2-methoxyethyl 1-(2-methoxyethyl)-1H-pyrrolo[2,3-b]Pyridine-6-carboxylate